C(C)(C)(C)C1=CC=C(C=C1)N1C(C2(CC2C1=C)C1=CC=C(C=C1)Cl)=O 3-(4-(tert-butyl)phenyl)-1-(4-chlorophenyl)-4-methylene-3-azabicyclo[3.1.0]hexan-2-one